(8S)-N-(1H-pyrrolo[3,2-c]pyridin-2-ylmethyl)-1,4-dioxa-7-azaspiro[4.4]nonane-8-carboxamide N1C(=CC=2C=NC=CC21)CNC(=O)[C@H]2NCC1(OCCO1)C2